(6aR,7aS)-7,7-difluoro-4-(2-fluorophenyl)-6a-(4-methyl-1,3-thiazol-5-yl)-2-(2-(2-propenoyl)-2,6-diazaspiro[3.4]octan-6-yl)-6,6a,7,7a-tetrahydro-5H-cyclopropa[h]quinoline-3-carbonitrile FC1([C@]2(CCC=3C(=C(C(=NC3[C@H]21)N2CC1(CN(C1)C(C=C)=O)CC2)C#N)C2=C(C=CC=C2)F)C2=C(N=CS2)C)F